methyl O-acetyl-N-(N-(2-(4-((tert-butoxycarbonyl)amino)piperidin-1-yl)thiazole-4-carbonyl)-O-(tert-butyldimethylsilyl)-L-seryl)-L-serinate C(C)(=O)OC[C@H](NC([C@@H](NC(=O)C=1N=C(SC1)N1CCC(CC1)NC(=O)OC(C)(C)C)CO[Si](C)(C)C(C)(C)C)=O)C(=O)OC